3-pentadecynic acid C(CC#CCCCCCCCCCCC)(=O)O